C1=CC=CC=2C3=CC=CC=C3C(C12)COC(NCCC(=O)N[C@H](C(=O)N(CC(CC)C)CC(OC)OC)C)=O (9H-fluoren-9-yl)methyl-3-((2S)-1-((2,2-dimethoxyethyl)(2-methylbutyl)amino)-1-oxopropan-2-ylamino)-3-oxopropylcarbamate